pyrimidin-2-yl-azetidine-3-carboxylic acid methyl ester COC(=O)C1CN(C1)C1=NC=CC=N1